nonyl methyl disulfide CSSCCCCCCCCC